CC1=CC(=NC(=N1)NC(=O)NC1=CC2=CC=CC=C2C=C1)NCCC(=O)N 3-((6-methyl-2-(3-(naphthalen-2-yl)ureido)pyrimidin-4-yl)amino)propionamide